CC(C)[C@H]1CC[C@H](CC1)OCC=O {[cis-4-(2-propanyl)cyclohexyl]oxy}acetaldehyde